C(#N)C1=C(C(=C(C=C1)N1C(N(C(C1=O)(C)C)CC=1C=CC(=NC1)C(=O)O)=S)F)SC 5-[[3-(4-cyano-2-fluoro-3-methylsulfanyl-phenyl)-5,5-dimethyl-4-oxo-2-thioxo-imidazolidin-1-yl]methyl]pyridine-2-carboxylic acid